COCCOCOC1=C(C=C2C=CC(OC2=C1)(C)C)C1COC2=CC=CC=C2C1=O 3-(7-((2-methoxyethoxy)methoxy)-2,2-dimethyl-2H-chromen-6-yl)chroman-4-one